O=C1N(C(C2=CC=CC(=C12)OCC(=O)NC(C(=O)O)CCCC)=O)C1C(NC(CC1)=O)=O 2-(1,3-dioxo-2-(2,6-dioxopiperidin-3-yl)isoindolin-7-yloxy)acetoamido-hexanoic acid